Dimethyl 2,2'-(((1,4-phenylenebis(methylene))bis(3-hydroxy-2-oxoindoline-1,3-diyl))bis(methylene))diacrylate C1(=CC=C(C=C1)CN1C(C(C2=CC=CC=C12)(O)CC(C(=O)OC)=C)=O)CN1C(C(C2=CC=CC=C12)(O)CC(C(=O)OC)=C)=O